2,3-dimethyl-4-(1-(vinylsulfonyl)indolin-6-yl)-1H-indole-7-carboxamide CC=1NC2=C(C=CC(=C2C1C)C1=CC=C2CCN(C2=C1)S(=O)(=O)C=C)C(=O)N